CC12C3(CC(CC1)C2(C)C)OC(OCC3C)C 1',2,5,7',7'-Pentamethylspiro[1,3-dioxane-4,2'-bicyclo[2.2.1]heptane]